ClC1=NC2=C(C=3C=NC=CC13)NC(=C2)C(=O)OCC ethyl 5-chloro-1H-pyrrolo[3,2-c][2,6]naphthyridine-2-carboxylate